C(C1=CC=CC=C1)OC(=O)NC=1C(N(C=CC1)C1=NC=C(C=C1)C(=O)OC)=O methyl 3-{[(benzyloxy) carbonyl] amino}-2-oxo-[1,2'-bipyridine]-5'-carboxylate